1-(2-Fluoro-4-nitro-phenyl)piperazine FC1=C(C=CC(=C1)[N+](=O)[O-])N1CCNCC1